tert-butyl N-[(1S)-1-cyclopentyl-2-[4-(3,5-dimethylimidazol-4-yl)anilino]-2-oxo-ethyl]carbamate C1(CCCC1)[C@@H](C(=O)NC1=CC=C(C=C1)C=1N(C=NC1C)C)NC(OC(C)(C)C)=O